5-(4-Fluorophenyl)-1,3,4-Thiadiazole FC1=CC=C(C=C1)C1=NN=CS1